butyl methyl(2-thioureido-5-(trifluoromethyl)pyridin-3-yl)carbamate CN(C(OCCCC)=O)C=1C(=NC=C(C1)C(F)(F)F)NC(=S)N